C(C1=CC=C(C=C1)OC)(=O)[C@]([C@](C(=O)[O-])(O)C(C1=CC=C(C=C1)OC)=O)(O)C(=O)[O-] (-)-di-p-anisoyl-L-tartrate